C(C#C)OCC(=O)OC methyl 2-(prop-2-yn-1-yloxy)acetate